C(#N)C1=C(CC2C[C@H](NC2)C(=O)O)C=CC=C1 γ-(2-cyano-benzyl)-proline